NC1=NC(=C(C=2N1N=C(N2)CC2=NC=CC=C2)C2=C(N=CO2)CC)C2=C(C#N)C=CC=C2 (5-amino-8-(4-ethyl-oxazol-5-yl)-2-(pyridin-2-ylmethyl)-[1,2,4]triazolo[1,5-c]pyrimidin-7-yl)benzonitrile